CC1=C(C=CC(=C1)N1CCNCC1)NC1C(NC(CC1)=O)=O 3-((2-methyl-4-(piperazin-1-yl)phenyl)amino)piperidine-2,6-dione